N-thioacetylmannosamine C(C)(=S)N[C@@H]1C(O)O[C@@H]([C@H]([C@@H]1O)O)CO